CCC(CCCC)C(C(C(C(=O)O)(C(CC)CCCC)C(CC)CCCC)(O)C(=O)O)C(=O)O.C(#N)C=1C=CC(=C(C1)S(=O)(=O)NC1=C(C=CC(=C1)C(F)(F)F)N1CCCCC1)OC 5-cyano-2-methoxy-N-(2-(piperidin-1-yl)-5-(trifluoromethyl)phenyl)benzenesulfonamide Tri-(3-heptyl)citrat